[Na+].P(=O)(ONC([C@@](CCN1C(C=C(C(=C1)F)C1=C(C=C(C=C1)OC)F)=O)(S(=O)(=O)C)C)=O)([O-])[O-].[Na+] (R)-4-(5-fluoro-4-(2-fluoro-4-methoxyphenyl)-2-oxopyridin-1(2H)-yl)-2-methyl-2-(methylsulfonyl)butanamido phosphate, sodium salt